N-[(2,4-dimethoxyphenyl)methyl]-4-(isoquinolin-4-yl)-5-(methoxymethoxy)-6'-methyl-[2,2'-bipyridin]-6-amine COC1=C(C=CC(=C1)OC)CNC1=C(C(=CC(=N1)C1=NC(=CC=C1)C)C1=CN=CC2=CC=CC=C12)OCOC